ClCC(=O)NC(C)C 2-chloro-N-(propan-2-yl)acetamide